C(C)N(CC)CC1(CCCC1)CNC(=O)C1=CC2=C(S1)CCCCCC2 N-({1-[(Diethylamino)methyl]cyclopentyl}methyl)-4H,5H,6H,7H,8H,9H-cycloocta[b]thiophene-2-carboxamide